4-bromo-5-phenyl-1-[2-(trifluoromethoxy)ethyl]pyridin-2-one BrC1=CC(N(C=C1C1=CC=CC=C1)CCOC(F)(F)F)=O